O=C1NC(CCC1N1C(C2=CC=C(C=C2C1=O)N1CC(CC1)CN1CCN(CC1)C1CCN(CC1)C1=C(C=C(C(=C1)OC)[N+](=O)[O-])C=1C=NN(C1)C)=O)=O 2-(2,6-dioxopiperidin-3-yl)-5-(3-((4-(1-(5-methoxy-2-(1-methyl-1H-pyrazol-4-yl)-4-nitrophenyl)piperidin-4-yl)piperazin-1-yl)methyl)pyrrolidin-1-yl)isoindoline-1,3-dione